OC=1C=CC=C2C[C@@H](OC(C12)=O)C1=CC(=C(C=C1)OC)O (3R)-8-Hydroxy-3-(3-hydroxy-4-methoxyphenyl)-3,4-dihydro-1H-isochromen-1-one